2-(4-bromo-2-chlorobenzyl)-1,3,4-oxadiazole BrC1=CC(=C(CC=2OC=NN2)C=C1)Cl